FC(C(C(=O)F)=O)(F)F Trifluoropyruvic Acid Fluoride